C(C=C)(=O)N1CC(C1)C=1N=C2N(C=C(C=C2)C2=CC(=CC3=CC=CC=C23)O)C1C(=O)N 2-(1-acryloylazetidin-3-yl)-6-(3-hydroxynaphthalen-1-yl)imidazo[1,2-a]pyridine-3-carboxamide